C[O-].C[O-].C[O-].[B+3] boron trimethoxide